FC([C@H](CNC(=O)C=1N=NC=C(C1N1C[C@]2(CCCN2)CC1)C1=CC(=CC(=C1)F)F)OC)(F)F N-[(S)-3,3,3-trifluoro-2-methoxypropyl]-4-{(S)-1,7-diaza-7-spiro[4.4]nonyl}-5-(3,5-difluorophenyl)-3-pyridazinecarboxamide